N1=C(C=C2N1CCCC2)C(=O)O 4H,5H,6H,7H-pyrazolo[1,5-a]pyridine-2-carboxylic acid